[Si](C)(C)(C(C)(C)C)[C@@]1([C@]([C@H](O)[C@@H](CO)O1)(F)Br)N1C(=O)N=C(N)C=C1 (tert-butyldimethylsilyl)-2'-deoxy-2'-bromo-2'-fluorocytidine